CC=1C=C(C=C(C1C1=C(C=C(C=C1C)O)C)C)O 3,5,3',5'-tetramethyl-4,4'-biphenol